2-(9H-carbazol-2-yl)-N-(4-methylbenzyl)acetamide C1=C(C=CC=2C3=CC=CC=C3NC12)CC(=O)NCC1=CC=C(C=C1)C